Methylbismuth Dimethacrylate C(C(=C)C)(=O)[O-].C(C(=C)C)(=O)[O-].C[Bi+2]